NC=1C=C(C(=O)OCC#N)C=CC1[N+](=O)[O-] Cyanomethyl 3-amino-4-nitrobenzoate